2-(2-hydroxy-3-methoxyphenyl)benzimidazole Ethyl-(S)-2'-oxo-1',2',4,6-tetrahydrospiro[cyclopenta[B]thiophene-5,3'-pyrrolo[2,3-B]pyridine]-2-carboxylate C(C)OC(=O)C1=CC2=C(S1)C[C@@]1(C(NC3=NC=CC=C31)=O)C2.OC2=C(C=CC=C2OC)C=2NC3=C(N2)C=CC=C3